5-bromo-2-(3-chloro-2-pyridyl)pyrazole-3-carboxylic acid BrC=1C=C(N(N1)C1=NC=CC=C1Cl)C(=O)O